C(CCC)N(C1=CC=CC=C1)CCCCCCCCC N-butyl-N-nonylaniline